2-(4-cyanophenyl)thiazole-5-carboxylic acid C(#N)C1=CC=C(C=C1)C=1SC(=CN1)C(=O)O